4-(4-aminophenoxy)-3-(phenethyl)phenylaniline tert-butyl-4-((4-(3-(2,6-dioxopiperidin-3-yl)-1-methyl-1H-indazol-6-yl)piperidin-1-yl)methyl)-4-hydroxypiperidine-1-carboxylate C(C)(C)(C)OC(=O)N1CCC(CC1)(O)CN1CCC(CC1)C1=CC=C2C(=NN(C2=C1)C)C1C(NC(CC1)=O)=O.NC1=CC=C(OC2=C(C=C(C=C2)NC2=CC=CC=C2)CCC2=CC=CC=C2)C=C1